2-bromo-4-((2-(trimethylsilyl)ethoxy)methyl)-6,7-dihydropyrazolo[1,5-a]pyrimidin-5(4H)-one BrC1=NN2C(N(C(CC2)=O)COCC[Si](C)(C)C)=C1